CC1=C(C(=C(C1([Hf]C1(C=CC2=CC=3CC(CC3C=C12)(CC)CC)CCCCC)C)C)C)C pentamethylcyclopentadienyl(1-pentyl-6,6-diethyl-1,5,6,7-tetrahydro-s-indacenyl)hafnium